5-bromo-4-(3-methylfuran-2-yl)pyrimidin-2-amine BrC=1C(=NC(=NC1)N)C=1OC=CC1C